ClC1=CC(=C(C=C1)C1=C(NC2=CC=C(C=C12)F)C(=O)OCC)C=O ethyl 3-(4-chloro-2-formylphenyl)-5-fluoro-1H-indole-2-carboxylate